COC(=O)C=1C=C2C=CC(=NC2=CC1)C1CC(CCC1)=C 2-(3-Methylenecyclohexyl)quinoline-6-carboxylic acid methyl ester